BrC=1C=C(\C(\N(C1)CC(=O)N)=N/S(=O)(=O)C1=CC=C(C)C=C1)F (E)-2-(5-bromo-3-fluoro-2-(tosylimino)pyridin-1(2H)-yl)acetamide